C1(=CC=CC=C1)CC#CC#C 1-phenyl-2,4-pentadiyne